FC1=C(C=C(C(=C1)C1=NC(=CC=C1)OCC=1C=C2CN(CC2=CC1)C(=O)OC)F)CC(=O)O 2-[2,5-difluoro-4-[6-[(2-methoxycarbonylisoindolin-5-yl)methoxy]-2-pyridyl]phenyl]acetic acid